FC(OC=1C=C(C(=O)O)C=CC1)F 3-(difluoromethoxy)benzoic acid